CN1C(=NC=C1CN1C(C(CCC1=O)C1=CC=C(OCC(=O)NCCCCCNC(OC(C)(C)C)=O)C=C1)=O)[N+](=O)[O-] Tert-butyl (5-(2-(4-(1-((1-methyl-2-nitro-1H-imidazol-5-yl)methyl)-2,6-dioxopiperidin-3-yl)phenoxy)acetamido)pentyl)carbamate